FC1=C(C2=C(CC[C@@H]3N(C2=O)C[C@H](C3)OC3=NC=C2CCC(NC2=C3)=O)C=C1C)OC(C)C (2S,11aS)-7-fluoro-6-isopropoxy-8-methyl-2-((2-oxo-1,2,3,4-tetrahydro-1,6-naphthyridine-7-yl)oxy)-1,2,3,10,11,11a-hexahydro-5H-benzo[e]pyrrolo[1,2-a]azepin-5-one